(S)-3-fluoro-2-(4-(2-methylpiperazin-1-yl)-2H-pyrazolo[3,4-d]pyrimidin-2-yl)phenol FC=1C(=C(C=CC1)O)N1N=C2N=CN=C(C2=C1)N1[C@H](CNCC1)C